2,6-diacetyl-p-cresol C(C)(=O)C1=CC(=CC(=C1O)C(C)=O)C